4-(1H-indol-4-yl)-6-(morpholin-4-yl)-8-oxa-3,5,10-triazatricyclo[7.4.0.02,7]Tridec-1(9),2,4,6,10,12-hexa-ene-12-carbaldehyde N1C=CC2=C(C=CC=C12)C=1N=C2C=3C=C(C=NC3OC2=C(N1)N1CCOCC1)C=O